3-keto-6-aminohexanoate O=C(CC(=O)[O-])CCCN